CC1=C(C=C(C#N)C#N)C=CC(=C1)C 2-(2,4-dimethyl-benzylidene)-malononitrile